t-amylperoxybenzoate C(C)(C)(CC)OOC(C1=CC=CC=C1)=O